chloro-4-(4-(difluoromethoxy)phenyl)-2-(2-methyl-2H-indazol-5-yl)-6-nitropyridazin-3(2H)-one ClC1=C(C(N(N=C1[N+](=O)[O-])C1=CC2=CN(N=C2C=C1)C)=O)C1=CC=C(C=C1)OC(F)F